(S)-4-(4-fluorophenoxy)-N-(7-((4-hydroxypiperidin-4-yl)ethynyl)-5-methyl-4-oxo-2,3,4,5-tetrahydrobenzo[b][1,4]oxazepin-3-yl)pyridineamide FC1=CC=C(OC2=CC(=NC=C2)C(=O)N[C@@H]2C(N(C3=C(OC2)C=CC(=C3)C#CC3(CCNCC3)O)C)=O)C=C1